2'-chloro-N-(5-chloro-6-cyclopropylimidazo[2,1-b][1,3,4]thiadiazol-2-yl)-6-cyano-5'-methoxy-[4,4'-bipyridine]-3-carboxamide ClC1=NC=C(C(=C1)C1=C(C=NC(=C1)C#N)C(=O)NC1=NN2C(S1)=NC(=C2Cl)C2CC2)OC